N-(3-(6,8-dioxo-2,7-diazaspiro[4.5]decane-2-carbonyl)phenyl)octanoic acid amide O=C1C2(CCN(C2)C(=O)C=2C=C(C=CC2)NC(CCCCCCC)=O)CCC(N1)=O